3-Hydroxy-4-[2-[[(3R)-1-(2-hydroxyethyl)-3-piperidyl]amino]oxazolo[4,5-b]pyrazin-5-yl]-5-methyl-benzonitrile OC=1C=C(C#N)C=C(C1C1=CN=C2C(=N1)N=C(O2)N[C@H]2CN(CCC2)CCO)C